tert-butyl (5-(4-((tert-butoxycarbonyl)amino)butoxy)pyridin-3-yl)(1-(tert-butyl)-3-((1S,3R)-3-((tert-butyldimethylsilyl)oxy)cyclopentyl)-1H-pyrazol-5-yl)carbamate C(C)(C)(C)OC(=O)NCCCCOC=1C=C(C=NC1)N(C(OC(C)(C)C)=O)C1=CC(=NN1C(C)(C)C)[C@@H]1C[C@@H](CC1)O[Si](C)(C)C(C)(C)C